SC=1C=C(C=CC1OC)C1SC2C(O1)=CC=CC2 2-(3-mercapto-4-methoxyphenyl)-4H-3,1-benzooxathiolene